C[C@H](CC1=CC=C(C=C1)C1=CC=C(C=C1)C#N)CC (S)-4'-(2-methyl-butyl)-4-biphenyl-nitrile